1-(5-Bromo-2-pyridyl)-3-[2-(3-fluorophenyl)ethyl]thiourea BrC=1C=CC(=NC1)NC(=S)NCCC1=CC(=CC=C1)F